6-(4-([1,2,4]triazolo[4,3-a]pyridin-5-yl-3-d)benzyl)-6,7-dihydro-5H-pyrrolo[3,4-b]pyridin-5-one-7,7-d2 N=1N=C(N2C1C=CC=C2C2=CC=C(CN1C(C3=NC=CC=C3C1=O)([2H])[2H])C=C2)[2H]